[Cl-].C(C1=CC=CC=C1)[N+](C)(C)CCO benzyl(2-hydroxyethyl)dimethylammonium chloride